C(C1=CC=CC=C1)OC=1C(=C(C(=NC1C)NC(=O)C=1NC2=CC(=CC=C2C1)OC)C)C N-(5-(benzyloxy)-3,4,6-trimethylpyridin-2-yl)-6-methoxy-1H-indole-2-carboxamide